N-(3-(4-amino-2-((6-(4-methylpiperazin-1-yl)pyridin-3-yl)amino)quinazolin-8-yl)phenyl)ethenesulfonamide NC1=NC(=NC2=C(C=CC=C12)C=1C=C(C=CC1)NS(=O)(=O)C=C)NC=1C=NC(=CC1)N1CCN(CC1)C